C(C)(C)(C)N(C(O)=O)C=1N=C2N(C=CC(=C2)C2=C(C(=CC=C2OC)Cl)Cl)C1.C(C)(=O)[C@H]1N(CC(C1)C1=CC=C(C=C1)C(F)(F)F)C1=C(C(=O)NCC2=CC=C(C=C2)S(=O)(=O)CC)C=CC=C1 ((2S)-2-acetyl-4-(4-(trifluoromethyl)phenyl)pyrrolidin-1-yl)-N-(4-(ethylsulfonyl)benzyl)benzamide Tert-butyl-(7-(2,3-dichloro-6-methoxyphenyl)imidazo[1,2-a]pyridin-2-yl)carbamate